NCC1=CC=C(CN2C(=NC=C2)C(=O)O)C=C1 1-(4-(aminomethyl)benzyl)-1H-imidazole-2-carboxylic acid